CC(=CCC)O methylbutene-1-ol